N-acetyl-lactosylsphingosine C(C)(=O)N[C@@H](C(O)C1[C@H](O)[C@@H](O)[C@H](O[C@H]2[C@H](O)[C@@H](O)[C@@H](O)[C@H](O2)CO)[C@H](O1)CO)[C@H](O)\C=C\CCCCCCCCCCCCC